C(C1=CC=CC=C1)N1CCC(CC1)(C(=O)O)CC(=O)N(C1=C(C=CC=C1)F)C1=C(C=CC=C1)F 1-benzyl-4-[2-(2-fluoro-N-(2-fluorophenyl)anilino)-2-oxo-ethyl]piperidine-4-carboxylic acid